8-((cyclopropylmethyl)(6-cyclopropylpyridin-3-yl)amino)-5-methyl-6-oxo-5,6-dihydro-1,5-naphthyridine-2-carbonitrile C1(CC1)CN(C1=CC(N(C=2C=CC(=NC12)C#N)C)=O)C=1C=NC(=CC1)C1CC1